FC1CN(CC1)CC1(CC1)CO (1-((3-fluoropyrrolidin-1-yl)methyl)cyclopropyl)methanol